O1C(OCC1)C=1C=CC(=NC1)C=1C=C(C=CC1)NC1=NN2C(=CN=C2C=2N(CCOC12)CC1=CC=C(C=C1)OC)C(=O)OCC Ethyl 8-({3-[5-(1,3-dioxolan-2-yl)pyridin-2-yl]phenyl}amino)-13-[(4-methoxyphenyl)methyl]-10-oxa-3,6,7,13-tetraazatricyclo[7.4.0.0^{2,6}]trideca-1(9),2,4,7-tetraene-5-carboxylate